Cl.CN[C@@H](C(C)C)C(=O)OC methyl N-methyl-L-valinate hydrochloride